C(C)(C)(C)OC(N[C@@H](C[N+](=O)[O-])CCC1=CC=CC=C1)=O (R)-(1-nitro-4-phenyl-butane-2-yl)carbamic acid tert-butyl ester